ClC(C1=CC(=NC=2N1N=C(C2)C(=O)NCCCCCCCCNC=2C=C1C(N(C(C1=CC2)=O)C2C(NC(CC2)=O)=O)=O)C=2OC=CC2)(F)F 7-(chlorodifluoromethyl)-N-(8-{[2-(2,6-dioxohexahydropyridin-3-yl)-1,3-dioxo-2,3-dihydro-1H-isoindol-5-yl]amino}octyl)-5-(furan-2-yl)pyrazolo[1,5-a]pyrimidine-2-carboxamide